(S)-N'-((1,2,3,5,6,7-hexahydro-s-indacen-4-yl)carbamoyl)-2-(2-hydroxypropan-2-yl)-4-methylthiazole-5-sulfonimidamide C1CCC2=C(C=3CCCC3C=C12)NC(=O)N=[S@@](=O)(N)C1=C(N=C(S1)C(C)(C)O)C